ClC1=C(C=CC(=C1)C1CCN(CC1)CC)N1C=NC(=C1)C1=NC(=NC=C1C(F)(F)F)NC1CCN(CC1)S(=O)(=O)C (1-(2-chloro-4-(1-ethylpiperidin-4-yl)phenyl)-1H-imidazol-4-yl)-N-(1-(methylsulfonyl)piperidin-4-yl)-5-(trifluoromethyl)pyrimidin-2-amine